2-chloro-5-[3-[5-methoxy-2-methyl-4-(trifluoromethyl)pyrazol-3-yl]Isoxazol-5-yl]Benzoic acid ClC1=C(C(=O)O)C=C(C=C1)C1=CC(=NO1)C=1N(N=C(C1C(F)(F)F)OC)C